ClC=1C=C2C3=C(NC2=CC1)[C@@H](N(CC3)C3=NOC(=N3)C(F)(F)F)CC(C)C (1S)-6-chloro-1-(2-methylpropyl)-2-[5-(trifluoromethyl)-1,2,4-oxadiazol-3-yl]-2,3,4,9-tetrahydro-1H-pyrido[3,4-b]indole